4-(3-((3-(Bis(4-methoxyphenyl)(phenyl)methoxy)cyclohexyl)disulfanyl)propoxy)-4-oxobutanoic acid COC1=CC=C(C=C1)C(OC1CC(CCC1)SSCCCOC(CCC(=O)O)=O)(C1=CC=CC=C1)C1=CC=C(C=C1)OC